C(C=C)(=O)N1[C@H](CN(C[C@H]1C)C=1C2=C(N(C(N1)=O)C=1C(=NC=CC1C)C(C)C)N=C(C(=C2)F)C2=C(C(=C(C(=C2)N)F)F)F)C 4-((3S,5R)-4-acryloyl-3,5-dimethylpiperazin-1-yl)-7-(5-amino-2,3,4-trifluorophenyl)-6-fluoro-1-(2-isopropyl-4-methylpyridin-3-yl)pyrido[2,3-d]pyrimidin-2(1H)-one